F[C@H]1CN(CC[C@H]1NC1=C2C=C(N(C2=CC=C1)CC(F)(F)F)C1=NN=C(O1)CNC(C1=CC(=CC=C1)OC)=O)C |r| (+/-)-N-((5-(4-(((3S,4R)-3-fluoro-1-methylpiperidin-4-yl)amino)-1-(2,2,2-trifluoroethyl)-1H-indol-2-yl)-1,3,4-oxadiazol-2-yl)methyl)-3-methoxybenzamide